CCC=CCCC(C)=O Oct-3-en-7-one